4-cyclopropyl-7,9-bis[4-(difluoromethoxy)phenyl]-8H-pyrido[1,2-a]pyrimidin-8-one C1(CC1)C1=CC=NC=2N1C=C(C(C2C2=CC=C(C=C2)OC(F)F)=O)C2=CC=C(C=C2)OC(F)F